C(C)(C)(C)OC(=O)N1CC(CC1)C1CN(C1)C1CC(C1)(C(=O)O)C 3-(3-(1-(tert-butoxycarbonyl)pyrrolidin-3-yl)azetidin-1-yl)-1-methylcyclobutane-1-carboxylic acid